C(C)OC(=O)C=1C(N(C(C1)=O)C)(C(F)(F)F)O hydroxy-1-methyl-5-oxo-2-(trifluoromethyl)-2,5-dihydro-1H-pyrrole-3-carboxylic acid ethyl ester